C1(=CC=CC=C1)N(C1=CC=C(C=C1)C(C(=O)C1=CC=C(C=C1)C1=CC=C(C=C1)C=C)O)C1=CC=CC=C1 2-(4-(diphenylamino)phenyl)-2-hydroxy-1-(4'-vinyl-[1,1'-biphenyl]-4-yl)ethanone